methyl 4-bromo-1-(pyridin-4-ylmethyl)-1H-indole-6-carboxylate BrC1=C2C=CN(C2=CC(=C1)C(=O)OC)CC1=CC=NC=C1